tri(tert-butyl)ammonium tetrakis(3,5-bis(trifluoromethyl)phenyl)borate FC(C=1C=C(C=C(C1)C(F)(F)F)[B-](C1=CC(=CC(=C1)C(F)(F)F)C(F)(F)F)(C1=CC(=CC(=C1)C(F)(F)F)C(F)(F)F)C1=CC(=CC(=C1)C(F)(F)F)C(F)(F)F)(F)F.C(C)(C)(C)[NH+](C(C)(C)C)C(C)(C)C